N1CC(CCC1)NC1=NC=C(C(=N1)C=1C=C(NC1)C(=O)O)C(F)(F)F 4-{2-[(piperidin-3-yl)amino]-5-(trifluoromethyl)pyrimidin-4-yl}-1H-pyrrol-2-carboxylic acid